1-[3-(benzyloxy)-2-formylphenyl]pyrrolidine-3-carboxylic acid C(C1=CC=CC=C1)OC=1C(=C(C=CC1)N1CC(CC1)C(=O)O)C=O